(S)-2-(2,5-difluoro-4-(6-((2-fluoro-4-(1H-1,2,3-triazol-1-yl)benzyl)oxy)pyridin-2-yl)benzyl)-1-(4,4-dimethyltetrahydrofuran-3-yl)-1H-benzo[d]imidazole-6-carboxylic acid FC1=C(CC2=NC3=C(N2[C@@H]2COCC2(C)C)C=C(C=C3)C(=O)O)C=C(C(=C1)C1=NC(=CC=C1)OCC1=C(C=C(C=C1)N1N=NC=C1)F)F